C1(CC1)NC(C1=CC(=C(C=C1)C)C=1C=NC(=C(C1)C=1C=NN(C1)C(F)(F)F)NC(CO)(C)C)=O N-cyclopropyl-3-(6-((1-hydroxy-2-methylpropan-2-yl)amino)-5-(1-(trifluoromethyl)-1H-pyrazol-4-yl)pyridin-3-yl)-4-methylbenzamide